5-(8-fluoro-[1,2,4]triazolo[1,5-a]pyridin-6-yl)-N-isobutyl-7H-pyrrolo[2,3-d]pyrimidin-2-amine FC=1C=2N(C=C(C1)C1=CNC=3N=C(N=CC31)NCC(C)C)N=CN2